FC1(CCC(CC1)NC(C(C=1C=NC=C(C1)F)N(C(=O)[C@@H]1NC[C@@H]1C)C1=CC=C(C=C1)S(F)(F)(F)(F)F)=O)F (2R,3S)-N-[2-[(4,4-difluorocyclohexyl)amino]-1-(5-fluoro-3-pyridyl)-2-oxo-ethyl]-3-methyl-N-[4-(pentafluoro-λ6-sulfanyl)phenyl]azetidine-2-carboxamide